BrC=1C=CC(=C(C(=O)OC)C1)C(F)(F)F methyl 5-bromo-2-(trifluoromethyl)benzoate